8-chloro-7,9-dimethyl-N-[(2-methylpyrimidin-5-yl)methyl]pyrido[3',2':4,5]thieno[3,2-d]pyrimidin-4-amine dihydrochloride Cl.Cl.ClC1=C(C2=C(SC3=C2N=CN=C3NCC=3C=NC(=NC3)C)N=C1C)C